COC1CC(CCC1)C=1C(=NC=CC1)C(=O)N (3-methoxycyclohexyl)pyridine-2-carboxamide